FC1=C(C(=O)N[C@@H](C(=O)N2CCC3(C(C(N(C3=O)C)=O)C3=CC=CC=C3)CC2)C)C=C(C=C1)C(F)(F)F 2-fluoro-N-((2R)-1-(2-methyl-1,3-dioxo-4-phenyl-2,8-diazaspiro[4.5]decan-8-yl)-1-oxopropan-2-yl)-5-(trifluoromethyl)benzamide